6,7-difluoro-8-(4-fluoro-2-methoxy-5-nitrophenoxymethyl)quinoline FC=1C=C2C=CC=NC2=C(C1F)COC1=C(C=C(C(=C1)[N+](=O)[O-])F)OC